C(C1=CC=CC=C1)(=O)OCCC[C@H]1CN(CCC1)C(=O)OC(C)(C)C tert-butyl (3S)-3-(3-benzoyloxypropyl)piperidine-1-carboxylate